S1N=C(C2=C1C=CC=C2)N2CCN(CC2)CCN2C(C1=CN=C(C=C1CC2)CC)=O 2-{2-[4-(1,2-Benzisothiazol-3-yl)piperazin-1-yl]ethyl}-6-ethyl-3,4-dihydro-2,7-naphthyridin-1(2H)-one